3-[4-(4-{[(2R)-4-[2-(6,6-dimethyl-1,4,5,7-tetrahydroindazol-3-yl)-1H-indole-6-carbonyl]-2-methylpiperazin-1-yl]methyl}piperidin-1-yl)phenyl]piperidine-2,6-dione CC1(CCC=2C(=NNC2C1)C=1NC2=CC(=CC=C2C1)C(=O)N1C[C@H](N(CC1)CC1CCN(CC1)C1=CC=C(C=C1)C1C(NC(CC1)=O)=O)C)C